1-(9Z-octadecenoyl)-2-eicosanoyl-glycero-3-phospho-(1'-sn-glycerol) CCCCCCCCCCCCCCCCCCCC(=O)O[C@H](COC(=O)CCCCCCC/C=C\CCCCCCCC)COP(=O)(O)OC[C@H](CO)O